5-(3-(ethylsulfanyl)-5-(1H-1,2,4-triazol-1-yl)pyridin-2-yl)-2-(trifluoromethyl)pyrazolo[1,5-a]pyrimidine C(C)SC=1C(=NC=C(C1)N1N=CN=C1)C1=NC=2N(C=C1)N=C(C2)C(F)(F)F